2-methyl-1,3-propaneDiol tert-butyl-(5S)-2-(1,3-benzothiazol-5-yl)-5-methyl-piperidine-1-carboxylate C(C)(C)(C)C1(N(C[C@H](CC1)C)C(=O)OCC(CO)C)C=1C=CC2=C(N=CS2)C1